2-fluoro-1-iodo-3-methoxybenzene FC1=C(C=CC=C1OC)I